ClC1=CC(=C(C=C1F)C(N1C[C@@H](N(C[C@H]1C)C=1C=2N=C(N(C2N2C(N1)=NN=C2)C[C@H]2OCCC2)C)C)C2CC(C2)(F)F)F 4-((2S,5R)-4-((4-chloro-2,5-difluorophenyl)(3,3-difluorocyclobutyl)methyl)-2,5-dimethylpiperazin-1-yl)-2-methyl-1-(((S)-tetrahydrofuran-2-yl)methyl)-1H-[1,2,4]triazolo[3,4-b]purine